[(6-(tert-butoxy)hexyl)bis(4-(4-(tert-butyl)phenyl)-2-methyl-inden-1-yl)(methyl)silane] zirconium dichloride [Cl-].[Cl-].[Zr+2].C(C)(C)(C)OCCCCCC[Si](C)(C1C(=CC2=C(C=CC=C12)C1=CC=C(C=C1)C(C)(C)C)C)C1C(=CC2=C(C=CC=C12)C1=CC=C(C=C1)C(C)(C)C)C